FC=1C=CC(=NC1)C=1OC2=C(CN(CC2)C(=O)C2=CC=CC=C2)N1 [2-(5-fluoropyridin-2-yl)-6,7-dihydro[1,3]oxazolo[4,5-c]pyridin-5(4H)-yl](phenyl)methanone